C1(CC1)CC#CC1=CC=C(CC2=C(N=NN2)C(=O)O)C=C1 5-(4-(3-cyclopropylprop-1-ynyl)benzyl)-1H-1,2,3-triazole-4-carboxylic acid